FC=1C=C(C=CC1)C=1C(=C(SC1)C(=O)NC1CNCCC1)NC(=O)N (3-fluorophenyl)-N-(piperidin-3-yl)-3-ureidothiophene-2-carboxamide